ClC1=CC=C(S1)CN(C1=CC(=C(C=C1)NC(CC(C)(C)C)=O)C)C N-{4-[(5-Chloro-thiophen-2-ylmethyl)-(methyl)amino]-2-methyl-phenyl}-3,3-dimethylbutyramide